CS(=O)(=O)C=1C=CC(=NC1)CN (5-methylsulfonyl-2-pyridyl)methanamine